COC=1C=C(C=CC1OC)C1=CC=NC=2N1N=C(C2)C(=O)NC2=CC(=C(C=C2)C(=O)N2CCOCC2)F 7-(3,4-dimethoxyphenyl)-N-(3-fluoro-4-(morpholine-4-carbonyl)phenyl)pyrazolo[1,5-a]pyrimidine-2-carboxamide